C(C)(C)(C)C1=CC(=NO1)NC(NC1=CC=C2/C(/C(NC2=C1)=O)=C/C1=C(C(=C(N1)C)NC(CN(CC)CC)=O)C)=O (Z)-N-(5-((6-(3-(5-(tert-butyl)isoxazol-3-yl)ureido)-2-oxindol-3-ylidene)methyl)-2,4-dimethyl-1H-pyrrol-3-yl)-2-(diethylamino)acetamide